2-(2-hydroxy-propoxy)-aniline OC(COC1=C(N)C=CC=C1)C